Hafnium nitrat [N+](=O)([O-])[O-].[Hf+4].[N+](=O)([O-])[O-].[N+](=O)([O-])[O-].[N+](=O)([O-])[O-]